C(=C\CC)/C=1OC2=C(N1)C=CC(=C2)C(=O)N2CCN(CC2)C=2OC=1C(=NC(=CC1)C)N2 [2-[(E)-but-1-enyl]-1,3-benzoxazol-6-yl]-[4-(5-methyloxazolo[4,5-b]pyridin-2-yl)piperazin-1-yl]methanone